2-[({4-[(1S,4S,5R)-5-{[5-cyclopropyl-3-(2,6-dichlorophenyl)-1,2-oxazol-4-yl]methoxy}-2-azabicyclo[2.2.1]heptan-2-yl]phenyl}formamido)sulfonyl]ethyl 2-methylpropanoate CC(C(=O)OCCS(=O)(=O)NC(=O)C1=CC=C(C=C1)N1[C@@H]2C[C@H]([C@H](C1)C2)OCC=2C(=NOC2C2CC2)C2=C(C=CC=C2Cl)Cl)C